2-[2-(2-isopropylphenyl)-7-[[4-[1-methyl-4-(trifluoromethyl)imidazol-2-yl]phenyl]methyl]pyrrolo[3,2-d]pyrimidin-5-yl]ethanol C(C)(C)C1=C(C=CC=C1)C=1N=CC2=C(N1)C(=CN2CCO)CC2=CC=C(C=C2)C=2N(C=C(N2)C(F)(F)F)C